5-(2-fluoro-6-hydroxy-3-(1-phenyl-1H-pyrazol-4-yl)phenyl)-1,2,5-thiadiazolidin-3-one 1,1-dioxide FC1=C(C(=CC=C1C=1C=NN(C1)C1=CC=CC=C1)O)N1CC(NS1(=O)=O)=O